bis(β-hydroxyethyl)hydroquinone OCCC=1C(=C(O)C=CC1O)CCO